9,9-bis[9-(2-hydroxyethoxy)-3-phenanthryl]-1,8-bis(1-naphthyl)fluorene OCCOC=1C2=CC=CC=C2C=2C=C(C=CC2C1)C1(C2=C(C=CC=C2C=2C=CC=C(C12)C1=CC=CC2=CC=CC=C12)C1=CC=CC2=CC=CC=C12)C=1C=CC=2C=C(C3=CC=CC=C3C2C1)OCCO